[5-[3-chloro-2-[(E)-2-(4-cyclopropylphenyl) vinyl]-6-fluoro-phenyl]-1,3-dimethyl-6-oxo-pyridazin-4-yl] methylpropionate CC(C(=O)OC=1C(=NN(C(C1C1=C(C(=CC=C1F)Cl)\C=C\C1=CC=C(C=C1)C1CC1)=O)C)C)C